2-chloro-N-(2,4,6-triisopropylphenyl)pyridin-3-amine ClC1=NC=CC=C1NC1=C(C=C(C=C1C(C)C)C(C)C)C(C)C